C(#N)C1=CC(=C(COC2=CC=CC(=N2)N2CC3=C(C2)CN(C3)CC3=NC2=C(N3C[C@H]3OCC3)C=C(C=C2)C(=O)OC)C=C1)F Methyl (S)-2-((5-(6-((4-cyano-2-fluorobenzyl)oxy)pyridin-2-yl)-3,4,5,6-tetrahydropyrrolo[3,4-c]pyrrol-2(1H)-yl)methyl)-1-(oxetan-2-ylmethyl)-1H-benzo[d]imidazole-6-carboxylate